2,2,7-trifluoro-4-(4-methoxybenzyl)-6-(2,3,5,6-tetrafluoro-4-hydroxyphenyl)-2H-benzo[b][1,4]oxazin-3(4H)-one FC1(C(N(C2=C(O1)C=C(C(=C2)C2=C(C(=C(C(=C2F)F)O)F)F)F)CC2=CC=C(C=C2)OC)=O)F